N(N)C(=O)C=1C=C(C=CC1NC1=CC=C(C=C1)C(F)(F)F)S(=O)(=O)NC 3-(hydrazinocarbonyl)-N-methyl-4-[4-(trifluoromethyl)anilino]benzenesulfonamide